O=C1NN=C(C2=CC=CC=C12)CC=1C=C(C=NC1)N1C(C2(C3=CC=CC=C13)CC2)=O 1'-(5-((4-Oxo-3,4-dihydrophthalazin-1-yl)methyl)pyridin-3-yl)spiro[cyclopropane-1,3'-indolin]-2'-one